N-(2-chloro-4-fluoro-3-{4-[6-(2-isopropoxyethoxy)pyridin-3-yl]-6-oxo-1,6-dihydropyrimidin-2-yl}benzyl)isobutyramide ClC1=C(CNC(C(C)C)=O)C=CC(=C1C=1NC(C=C(N1)C=1C=NC(=CC1)OCCOC(C)C)=O)F